CN1N=CC(=C1C)C1=NN=C(O1)C(=O)N1[C@@H](C2=C(CC1)NC=N2)C2=NN1C(C(=CC=C1)C(C)C)=C2 (S)-(5-(1,5-dimethyl-1H-pyrazol-4-yl)-1,3,4-oxadiazol-2-yl)(4-(4-isopropylpyrazolo[1,5-a]pyridin-2-yl)-1,4,6,7-tetrahydro-5H-imidazo[4,5-c]pyridin-5-yl)methanone